COC(=O)[C@@H]1N(CC(C1)=O)C(=O)OC(C)(C)C (R)-4-oxopyrrolidine-1,2-dicarboxylic acid 1-(tert-butyl) 2-methyl ester